C(C)(C)(C)OC(=O)N1[C@@H](CC(C1)=O)CO[Si](C)(C)C(C)(C)C (2S)-2-[[tert-butyl-(dimethyl)silyl]oxymethyl]-4-oxo-pyrrolidine-1-carboxylic acid tert-butyl ester